N-(4-(9-methyl-1,3,4,9-tetrahydro-2H-pyrido[3,4-b]indol-2-yl)butyl)-2-oxo-2,3-dihydro-1H-benzo[d]imidazole-5-carboxamide CN1C2=C(C3=CC=CC=C13)CCN(C2)CCCCNC(=O)C2=CC1=C(NC(N1)=O)C=C2